COC1=C(N)C(=CC=C1)OC 2,6-Dimethoxyaniline